C(C)(C)(C)N=[W](N(C)C)(N(C)C)=NC(C)(C)C bis(t-butylimino)-bis-(dimethylamino)tungsten